N6-[2-(trifluoromethyl)-4-pyridinyl]-1,3-benzothiazole-2,6-diamine FC(C1=NC=CC(=C1)NC1=CC2=C(N=C(S2)N)C=C1)(F)F